ClC1=CC=C2C(=CNC2=C1C=1C=NOC1)S(=O)(=O)NC1=NC(=C(C(=N1)OC)OCC(F)F)OC 6-chloro-N-[5-(2,2-difluoroethoxy)-4,6-dimethoxy-pyrimidin-2-yl]-7-isoxazol-4-yl-1H-indole-3-sulfonic acid amide